FC1(CC(C1)(CC1=NN=CN1C)C=1C=C(C=CC1)N1C(C2=CC(=CC(=C2C1)C(F)(F)F)CN1[C@H](CN(CC1)C)C(C)C)=O)F (S)-2-(3-(3,3-difluoro-1-((4-methyl-4H-1,2,4-triazol-3-yl)methyl)-cyclobutyl)phenyl)-6-((2-isopropyl-4-methylpiperazin-1-yl)methyl)-4-(trifluoromethyl)isoindolin-1-one